OC1=C2C(C=C(OC2=C(C(=C1)OC)O)C1=CC=CC=C1)=O 5,8-dihydroxyl-7-methoxyl-flavone